7-pentoxycoumarin C(CCCC)OC1=CC=C2C=CC(OC2=C1)=O